C(C)(C)(C)OC(=O)N1CCC(CC1)C(NC=1C=NC(=CC1C(N)=O)Cl)=O 4-[(4-carbamoyl-6-chloropyridin-3-yl)carbamoyl]piperidine-1-carboxylic acid tert-butyl ester